3-(difluoromethyl)-1-methyl-3-((3-(4,4,5,5-tetramethyl-1,3,2-dioxaborolan-2-yl)phenyl)ethynyl)pyrrolidin-2-one FC(C1(C(N(CC1)C)=O)C#CC1=CC(=CC=C1)B1OC(C(O1)(C)C)(C)C)F